trimethylolpropane tribehenate C(CCCCCCCCCCCCCCCCCCCCC)(=O)O.C(CCCCCCCCCCCCCCCCCCCCC)(=O)O.C(CCCCCCCCCCCCCCCCCCCCC)(=O)O.C(O)C(CC)(CO)CO